C(C)(C)(C)N1N=CC(=C1)C(=O)NCC1=NC(=NO1)C=1C=C2C(=CC=CN2C1SC(F)(F)F)N[C@H]1[C@H](CN(CC1)C)F 1-tert-butyl-N-{[3-(8-{[(3S,4R)-3-fluoro-1-methylpiperidin-4-yl]amino}-3-[(trifluoromethyl)sulfanyl]indolizin-2-yl)-1,2,4-oxadiazol-5-yl]methyl}pyrazole-4-carboxamide